2,4,6-triisopropyl-thiophenol C(C)(C)C1=C(C(=CC(=C1)C(C)C)C(C)C)S